N-(3-(4-fluorophenyl)-4-isopropyl-1-methyl-1H-pyrazol-5-yl)-2-(1-(trifluoromethyl)cyclopropyl)acetamide COPPER [Cu].FC1=CC=C(C=C1)C1=NN(C(=C1C(C)C)NC(CC1(CC1)C(F)(F)F)=O)C